4-{4-[3-(2-chloro-6-fluorophenyl)-4-(pyrimidin-2-yl)-1,2-oxazol-5-yl]-5-methyl-1H-pyrazol-1-yl}-2-methylbutan-2-ol ClC1=C(C(=CC=C1)F)C1=NOC(=C1C1=NC=CC=N1)C=1C=NN(C1C)CCC(C)(O)C